N1-(3-aminopropyl)-N1-methylpropan-1,3-diamine NCCCN(CCCN)C